O=C1C(=NC=C2N1[C@@H](CC2)C(=O)NCC2=CC1=C(CN(C1)C(=O)OC(C)(C)C)S2)N2CC(C2)C2=CC=CC=C2 tert-butyl (S)-2-((4-oxo-3-(3-phenylazetidin-1-yl)-4,6,7,8-tetrahydropyrrolo[1,2-a]pyrazine-6-carboxamido)methyl)-4,6-dihydro-5H-thieno[2,3-c]pyrrole-5-carboxylate